O=C1CC(CC1)CC(=O)OC methyl 2-(3-oxocyclopentyl)acetate